C(C)(C)(C)OC(=O)N[C@H](C(=O)O)CC (2S)-2-(tert-butoxycarbonylamino)butyric acid